BrC=1C=C(C(=NC1)C(=O)NC(C)(C)C)CC(C)=O 5-bromo-N-(tert-butyl)-3-(2-oxopropyl)pyridinecarboxamide